C(C)(=O)O.CN(C1CC2=C(OC3=C2C=C(C=C3)NC(=O)C3CCC3)CC1)C N-(N,N-dimethyl-1,2,3,4-tetrahydro-2-aminodibenzo-fur-8-yl)cyclobutanamide acetate